(S)-methyl 2-((tert-butoxycarbonyl)amino)-3-(3-methoxy-4-nitrophenyl)propanoate C(C)(C)(C)OC(=O)N[C@H](C(=O)OC)CC1=CC(=C(C=C1)[N+](=O)[O-])OC